FC1=C(C=C(C=C1)NC(C=C([2H])[2H])=O)NC1=NC(=NC=C1C1=CC=C(C=C1)C(F)(F)F)NC=1C=NN(C1)C([2H])([2H])[2H] N-(4-fluoro-3-((2-((1-(methyl-d3)-1H-pyrazol-4-yl)amino)-5-(4-(trifluoromethyl)phenyl)pyrimidin-4-yl)amino)phenyl)acrylamide-3,3-d2